5-[2-cyclopropyl-1-(4-nitropyrazol-1-yl)ethyl]-1-(2,2,2-trifluoroethyl)tetrazole C1(CC1)CC(N1N=CC(=C1)[N+](=O)[O-])C1=NN=NN1CC(F)(F)F